4-(1-adamantyl)-α-methylstyrene C12(CC3CC(CC(C1)C3)C2)C2=CC=C(C(=C)C)C=C2